CC(C)NC1=CC(=NC2=CN=CC=C12)C1=CC=NC=C1 N-(propan-2-yl)-2-(pyridin-4-yl)-1,7-naphthyridin-4-amine